(3S)-3-(4-oxo-1-piperidinyl)piperidine-1-carboxylic acid benzyl ester C(C1=CC=CC=C1)OC(=O)N1C[C@H](CCC1)N1CCC(CC1)=O